CN(CCN1N=C(C(=C1)NC1=NC=C(C(=N1)NCCCN1C(COCCC1)=O)C(F)(F)F)C)C 4-(3-((2-((1-(2-(dimethylamino)ethyl)-3-methyl-1H-pyrazol-4-yl)amino)-5-(trifluoromethyl)pyrimidin-4-yl)amino)propyl)-1,4-oxazepan-3-one